methyl 5-(3-[2-[(tert-butoxycarbonyl)amino]-4-carbamoylbutanamido]-2-chlorophenyl)pentanoate C(C)(C)(C)OC(=O)NC(C(=O)NC=1C(=C(C=CC1)CCCCC(=O)OC)Cl)CCC(N)=O